NC1=CC=C(C=N1)N1CCC(CC1)OCCN1CCN(CC1)C=1C=C2C(N(C(C2=CC1)=O)C1C(NC(CC1)=O)=O)=O 5-(4-(2-((1-(6-aminopyridin-3-yl)piperidin-4-yl)oxy)ethyl)piperazin-1-yl)-2-(2,6-dioxopiperidin-3-yl)isoindoline-1,3-dione